C(C)C1=NC(=C2N1C(C(N(C2)C)=O)(C)CC)C=2C=CC=C1C=C(N=CC21)C=2C=CC(=NC2)C(=O)NCCC#CC2=C1CN(C(C1=CC=C2)=O)C2C(NC(CC2)=O)=O 5-(8-(3,5-Diethyl-5,7-dimethyl-6-oxo-5,6,7,8-tetrahydroimidazo[1,5-a]pyrazin-1-yl)isoquinolin-3-yl)-N-(4-(2-(2,6-dioxopiperidin-3-yl)-1-oxoisoindolin-4-yl)but-3-yn-1-yl)picolinamide